(S)-1-(4-(6-chloro-8-fluoro-7-(2-fluoro-6-hydroxyphenyl)-quinazolin-4-yl)piperazin-1-yl)prop-2-en-1-one ClC=1C=C2C(=NC=NC2=C(C1C1=C(C=CC=C1O)F)F)N1CCN(CC1)C(C=C)=O